C(#N)C=1C(=NN2C1N=CC=C2C(=O)OCC)CO ethyl 3-cyano-2-(hydroxymethyl)pyrazolo[1,5-a]pyrimidine-7-carboxylate